COC=1C=C(CNC2=C3C(N(C(=NC3=CC=C2)C)C2C(NC(CC2)=O)=O)=O)C=CC1 3-(5-((3-methoxybenzyl)-amino)-2-methyl-4-oxoquinazolin-3(4H)-yl)piperidine-2,6-dione